Nα-Fmoc-phenylalanine C(=O)(OCC1C2=CC=CC=C2C2=CC=CC=C12)N[C@@H](CC1=CC=CC=C1)C(=O)O